5-((allyloxy)-methyl)-N-(3-((allyloxy)-methyl)-6-bromopyridin-2-yl)-2-azabicyclo[3.1.0]hexane-3-carboxamide C(C=C)OCC12CC(NC2C1)C(=O)NC1=NC(=CC=C1COCC=C)Br